ClC1=CC=C(S1)CNC1=CC(=NN1C(C(C)(C)C)=O)C1N(CCC1)C(CN1CCOCC1)=O 1-(5-{[(5-Chlorothiophen-2-yl)methyl]amino}-3-{1-[2-(morpholin-4-yl)acetyl]pyrrolidin-2-yl}-1H-pyrazol-1-yl)-2,2-dimethylpropan-1-on